FC(CC1=CC2=C(CCO[C@]23C[C@@H](NCC3)C)S1)F (2'S,4R)-2-(2,2-difluoroethyl)-2'-methyl-spiro[6,7-dihydrothieno[3,2-c]pyran-4,4'-piperidine]